O=C1NC(CCC1NC(CC1=CC(=CC=C1)N1CCN(CC1)CC1CCN(CC1)C1=CC=C(C=C1)/C(=C(/CC)\C1=CC=CC=C1)/C1=CC=C(C=C1)O)=O)=O (E)-N-(2,6-dioxopiperidin-3-yl)-2-(3-(4-((1-(4-(1-(4-hydroxyphenyl)-2-phenylbut-1-en-1-yl)phenyl)piperidin-4-yl)methyl)piperazin-1-yl)phenyl)acetamide